FC(C1=CC=C(C=N1)C1=CC=C(S1)CCN1C(NN=C1)=O)(F)F 4-(2-{5-[6-(trifluoromethyl)pyridin-3-yl]thiophen-2-yl}ethyl)-2,4-dihydro-3H-1,2,4-triazol-3-one